C[C@@H]([C@H](C)O)[C@@H](C(=O)[O-])[NH3+] The molecule is an amino acid zwitterion resulting from a transfer of a proton from the carboxy to the amino group of (4S)-4-hydroxy-L-isoleucine; major species at pH 7.3. It has a role as a plant metabolite. It is a tautomer of a (4S)-4-hydroxy-L-isoleucine.